OCCC1=CC(=NO1)C(=O)O 5-(2-hydroxyethyl)isoxazole-3-carboxylic acid